N-(2-(1-(3,3-difluorocyclobutyl)ethyl)-4-(2,5-difluorophenyl)pyridin-3-yl)-2-isopropylpyrimidine-5-carboxamide FC1(CC(C1)C(C)C1=NC=CC(=C1NC(=O)C=1C=NC(=NC1)C(C)C)C1=C(C=CC(=C1)F)F)F